ClC=1C=C(C=CC1Cl)C1N(CCC(C1)N1C(NC2=C1C=CC=C2C=2C=NC(=CC2)CO)=O)C(=O)N (3,4-dichlorophenyl)-4-{4-[6-(hydroxymethyl)pyridin-3-yl]-2-oxo-2,3-dihydro-1H-1,3-benzodiazol-1-yl}piperidine-1-carboxamide